5-oxo-5-((3-(2-(pyrrolidin-1-yl)ethyl)-1H-indol-7-yl)oxy)valeric acid O=C(CCCC(=O)O)OC=1C=CC=C2C(=CNC12)CCN1CCCC1